(3R)-3-amino-7-[5-(3-aminooxetan-3-yl)-1,2,4-oxadiazol-3-yl]-8-fluoro-5-[[4-(4-methoxyphenyl)phenyl]methyl]-1,1-dioxo-2,3-dihydro-1lambda6,5-benzothiazepine-4-One N[C@H]1CS(C2=C(N(C1=O)CC1=CC=C(C=C1)C1=CC=C(C=C1)OC)C=C(C(=C2)F)C2=NOC(=N2)C2(COC2)N)(=O)=O